NC1=NN=C(S1)N1C(CN(CC1)C)=O (5-amino-1,3,4-thiadiazol-2-yl)-4-methylpiperazin-2-one